CC1=CC(=CC=C1)C(=O)NC2=C(C=C(C=C2)F)F N-(2,4-difluorophenyl)-3-methylbenzamide